4-(3-[4-(2-azidoacetyl)piperazin-1-yl]prop-1-yn-1-yl)-2-(2,6-dioxopiperidin-3-yl)-2,3-dihydro-1H-isoindole-1,3-dione N(=[N+]=[N-])CC(=O)N1CCN(CC1)CC#CC1=C2C(N(C(C2=CC=C1)=O)C1C(NC(CC1)=O)=O)=O